OC(CN(CCN(CCN(CC(C)O)CC(C)O)CC(C)O)CC(C)O)C pentakis(2-hydroxypropyl)diethylenetriamine